ClC=1C=C(OC2=CC=C(C=C2)[N+]#N)C=C(C1)Cl 4-(3,5-dichlorophenoxy)phenyl-diazonium